1-(tert-butyl) 2-((R)-2-(5-(4-(trifluoromethyl)phenoxy)-2-naphthamido)propyl) (S)-pyrrolidine-1,2-dicarboxylate N1([C@@H](CCC1)C(=O)OC[C@@H](C)NC(=O)C1=CC2=CC=CC(=C2C=C1)OC1=CC=C(C=C1)C(F)(F)F)C(=O)OC(C)(C)C